(R)-4-methyl-6-(3-methyl-4-((3-(4-methyl-1-oxo-1,3-dihydroisobenzofuran-5-yl)piperazin-1-yl)methyl)-1H-pyrazol-1-yl)pyridine-3-carbonitrile CC1=C(C=NC(=C1)N1N=C(C(=C1)CN1C[C@H](NCC1)C=1C(=C2COC(C2=CC1)=O)C)C)C#N